NC=1SC2=C(N1)CC[C@@H](C2)NCCC (S)-(-)-2-amino-6-n-propylamino-4,5,6,7-tetrahydrobenzothiazole